tert-butyl 2-(3-chloro-5-(4,4,5,5-tetramethyl-1,3,2-dioxaborolan-2-yl)phenyl)-2-oxoacetate ClC=1C=C(C=C(C1)B1OC(C(O1)(C)C)(C)C)C(C(=O)OC(C)(C)C)=O